FC1(CNC1)CN(C)C 1-(3-fluoroazetidin-3-yl)-N,N-dimethylmethanamine